2-cyclopentyl-N3-(oxetan-3-yl)-6-(3-pyridinyl)pyridine-2,3-diamine C1(CCCC1)C1(NC(=CC=C1NC1COC1)C=1C=NC=CC1)N